C(#N)C1=C(C=CC2=C1C(=C(O2)C)C(=O)OCC)OCC2=C(N=CS2)C ethyl 4-cyano-2-methyl-5-((4-methylthiazol-5-yl)methoxy)benzofuran-3-carboxylate